C1(CC1)CCC(C(=O)NC=1C=NC(=CC1)OC)NC(=O)C1=CC=C(C=C1)C1CCN(CC1)C(=O)OC(C)(C)C tert-butyl 4-[4-[[4-cyclopropyl-1-[(6-methoxypyridin-3-yl) amino]-1-oxobutan-2-yl]carbamoyl]phenyl]piperidine-1-carboxylate